N-(((2R,3S,4R,5S)-5-(4-Aminopyrrolo[2,1-f][1,2,4]triazin-7-yl)-3,4-dihydroxytetrahydrofuran-2-yl)methyl)-[1,1'-biphenyl]-3-sulfonamide NC1=NC=NN2C1=CC=C2[C@H]2[C@@H]([C@@H]([C@H](O2)CNS(=O)(=O)C=2C=C(C=CC2)C2=CC=CC=C2)O)O